FC1=C(C=CC=C1)C(=O)[O-] fluorobenzeneAt